(±)-7-(Cyclopropylamino)-5-((3-((methylsulfinyl)methyl)-4-((R,S)-pyrrolidin-3-yl)phenyl)amino)pyrazolo[1,5-a]pyrimidine-3-carbonitrile monotrifluoroacetic acid salt FC(C(=O)O)(F)F.C1(CC1)NC1=CC(=NC=2N1N=CC2C#N)NC2=CC(=C(C=C2)[C@@H]2CNCC2)C[S@](=O)C |&1:35|